benzyl N-[3-[(1-methylpyrazol-4-yl)-sulfamoyl-amino]propyl]carbamate CN1N=CC(=C1)N(CCCNC(OCC1=CC=CC=C1)=O)S(N)(=O)=O